N-(4'-((2-oxa-6-azaspiro[3.3]heptan-6-yl)sulfonyl)-[1,1'-biphenyl]-3-yl)-8-chloro-N-methyl-[1,2,4]triazolo[4,3-a]quinazolin-5-amine C1OCC12CN(C2)S(=O)(=O)C2=CC=C(C=C2)C2=CC(=CC=C2)N(C2=NC=1N(C3=CC(=CC=C23)Cl)C=NN1)C